BrC1=CC=C(C=C1)N1C=NN(C1=O)CC1=CC(=C(OC(C(=O)OCC)(C)C)C=C1)C Ethyl 2-(4-((4-(4-bromophenyl)-5-oxo-4,5-dihydro-1H-1,2,4-triazol-1-yl)methyl)-2-methylphenoxy)-2-methylpropionate